ClC1=CC=C(C=N1)C1N(C2C=CC1CC2)C 3-(6-chloro-3-pyridyl)-2-methyl-2-azabicyclo[2.2.2]oct-5-ene